tert-butyl (R)-6-(2-(3-(3-((4-(1H-pyrazol-4-yl)benzyl)(cyclopropyl)carbamoyl) piperidin-1-yl)phenoxy)-2-methylpropanoyl)-2,6-diazaspiro[3.4]octane-2-carboxylate N1N=CC(=C1)C1=CC=C(CN(C(=O)[C@H]2CN(CCC2)C=2C=C(OC(C(=O)N3CC4(CN(C4)C(=O)OC(C)(C)C)CC3)(C)C)C=CC2)C2CC2)C=C1